2-(6-Hydroxy-5-(trifluoromethyl)pyridin-3-yl)propyl (4-nitrophenyl) carbonate C(OCC(C)C=1C=NC(=C(C1)C(F)(F)F)O)(OC1=CC=C(C=C1)[N+](=O)[O-])=O